O[C@H]1C[C@H]2[C@@H]3CCC([C@@]3(C)CC[C@@H]2[C@]2(CCC(CC12)CCCC(=O)O)C)=O 4-(6alpha-hydroxy-17-ketoandrostan-3-yl)butyric acid